1-(4-(benzylamino)-8-hydroxy-5,6,7,8-tetrahydroquinazolin-2-yl)-2-methyl-indole-4-carbonitrile C(C1=CC=CC=C1)NC1=NC(=NC=2C(CCCC12)O)N1C(=CC=2C(=CC=CC12)C#N)C